5-(2-fluoro-6-hydroxy-4-((1-methylpiperidin-3-yl)methyl)phenyl)-1,2,5-thiadiazolidin-3-one 1,1-dioxide FC1=C(C(=CC(=C1)CC1CN(CCC1)C)O)N1CC(NS1(=O)=O)=O